4-((5-(2-fluoro-3-hydroxy-5-(trifluoromethyl)phenyl)-1,3,4-thiadiazol-2-yl)methyl)-6-(2,2,2-trifluoroethyl)-4,6-diazaspiro[2.4]heptane-5,7-dione FC1=C(C=C(C=C1O)C(F)(F)F)C1=NN=C(S1)CN1C2(CC2)C(N(C1=O)CC(F)(F)F)=O